BrC(CCCC(OCC1=CC=CC=C1)OC(CCCC(C)Br)OCC1=CC=CC=C1)C 4-bromopentylbenzyloxymethyl ether